FC(CC(C)(C)O)(OC1=CC=C(C2=C1N=C(O2)N2CC1N(C(C2)C1)C(=O)OC(C)(C)C)C=1SC=CN1)F tert-Butyl 3-(4-(1,1-difluoro-3-hydroxy-3-methylbutoxy)-7-(thiazol-2-yl)benzo[d]oxazol-2-yl)-3,6-diazabicyclo[3.1.1]heptane-6-carboxylate